C1(CC1)C1=CC(=NC=N1)NC1=CC(=C(C=N1)C(=O)NC([2H])([2H])[2H])NC1=NC=CC=C1S(=O)(=O)C 6-[(6-cyclopropylpyrimidin-4-yl)amino]-4-[(3-methylsulfonylpyridin-2-yl)amino]-N-(2H3)methylpyridin-3-carboxamide